IC1=CC=C(C=C1)C(F)(F)F 1-Iodo-4-(trifluoromethyl)benzene